N1(CCC1)C[C@H](C(=O)NC(C)(C)C1=CC=C(C=C1)F)CC (R)-2-(azetidin-1-ylmethyl)-N-(2-(4-fluorophenyl)propan-2-yl)butanamide